DL-5-HYDROXYLYSINE OC(CC[C@@H](N)C(=O)O)CN |r|